sodium (2R)-3-(((2,3-bis((3-((tert-butoxycarbonyl)(isopropyl)-amino)propanoyl)oxy)propoxy)(hydroxy)phosphoryl)oxy)propane-1,2-diyl-ditetradecanoate C(C)(C)(C)OC(=O)N(CCC(=O)OC(COP(=O)(O)OC[C@H](CCCCCCCCCCCCCCC(=O)[O-])CCCCCCCCCCCCCC(=O)[O-])COC(CCN(C(C)C)C(=O)OC(C)(C)C)=O)C(C)C.[Na+].[Na+]